manganese (III) tartrate C(=O)([O-])C(O)C(O)C(=O)[O-].[Mn+3].C(=O)([O-])C(O)C(O)C(=O)[O-].C(=O)([O-])C(O)C(O)C(=O)[O-].[Mn+3]